3-[1-(3-aminopropyl)indol-3-yl]-4-(1-methyl-5-phenylindol-3-yl)-1H-pyrrole-2,5-dione NCCCN1C=C(C2=CC=CC=C12)C=1C(NC(C1C1=CN(C2=CC=C(C=C12)C1=CC=CC=C1)C)=O)=O